CC1=C(C=CC(=C1)OC1=CC=CC=C1)C1=NN(C2=NC=NC=C21)[C@H]2CN(CCC2)C(C=C)=O (R)-1-(3-(3-(2-methyl-4-phenoxyphenyl)-1H-pyrazolo[3,4-d]pyrimidin-1-yl)piperidin-1-yl)prop-2-en-1-one